4-((2'S,3S,4'S,5'R)-1-(4-carboxybenzoyl)-5-chloro-4'-(2-chlorophenyl)-2'-neopentyl-spiro[indoline-3,3'-pyrrolidine]-5'-carboxamido)-3-methoxybenzoic acid C(=O)(O)C1=CC=C(C(=O)N2C[C@@]3([C@@H](N[C@H]([C@@H]3C3=C(C=CC=C3)Cl)C(=O)NC3=C(C=C(C(=O)O)C=C3)OC)CC(C)(C)C)C3=CC(=CC=C23)Cl)C=C1